FC=1C=C(C=C(C1)OC)NC(=N)C1(CCNCC1)C N-(3-fluoro-5-methoxyphenyl)-4-methylpiperidin-4-carboximidamide